C(C(C)(C)C)(=O)OC(C(CC(=O)OC(C(C)(C)C)=O)C1=CC=CC=2C3=CC=CC=C3CC12)=O fluorenyl-succinic acid dipivalyl ester